BrC=1C=C2C(=CC1)C(N(CC21C(C1)(F)F)CC(=O)O)=O 2-(6-bromo-1',1'-difluoro-1-oxo-spiro[3H-isoquinolin-4,2'-cyclopropan]-2-yl)acetic acid